NCCC1=NNC(C2=CC=C(C=C12)C=1C=NN(C1C1=C(C#N)C(=CC(=C1F)Cl)OC1CC1)C)=O 2-(4-(4-(2-aminoethyl)-1-oxo-1,2-dihydrophthalazin-6-yl)-1-methyl-1H-pyrazol-5-yl)-4-chloro-6-cyclopropoxy-3-fluorobenzonitrile